S1C(=NC2=C1C=CC=C2)NC2=C(C1=C(N=N2)N(CCC1)C=1SC(=CN1)CCCOC1=C(C=C(C=C1)C#CCNCC[C@@H](CO)O)F)C 2-[3-(1,3-Benzothiazol-2-ylamino)-4-methyl-6,7-dihydro-5H-pyrido[2,3-c]pyridazin-8-yl]-5-[3-[4-[3-[[(3S)-3,4-dihydroxybutyl]amino]prop-1-ynyl]-2-fluorophenoxy]propyl]thiazol